2-(2-chlorophenyl)-N-(2-(2-morpholinoethyl)-4-sulfamoyl-2H-indazol-6-yl)acetamide ClC1=C(C=CC=C1)CC(=O)NC=1C=C(C2=CN(N=C2C1)CCN1CCOCC1)S(N)(=O)=O